1-methyl-3-((1-(2-(2,2,2-trifluoroethyl)-4-(trifluoromethyl)phenyl)imidazo[1,5-d][1,2,4]triazin-4-yl)amino)cyclobutan-1-ol CC1(CC(C1)NC1=NN=C(C=2N1C=NC2)C2=C(C=C(C=C2)C(F)(F)F)CC(F)(F)F)O